CN1N=CC(=C1C)[C@@H]1C2=C([C@@H](NC1)C)C=CS2 |r| rac-(4S,7S)-7-(1,5-dimethylpyrazol-4-yl)-4-methyl-4,5,6,7-tetrahydrothieno[3,2-c]pyridine